2-butoxy-2-oxoacetic acid C(CCC)OC(C(=O)O)=O